N[C@@H]([C@@H](C)CC)C(=O)[O-] Isoleucinat